CN1CN(CC1)CC(=O)OCCCC 1-butyl 3-methylimidazolineacetate